N1(N=CN=C1)CCOC1=C(N)C=CC=C1 2-(2-(1H-1,2,4-triazol-1-yl)ethoxy)aniline